C=CC(C)=C.C=CC(C)=C.[Cr] chromium diisoprene